NC1=C(C=NN1C1=C(C=CC=C1)C(F)(F)F)C(=O)OCC ethyl 5-amino-1-(2-(trifluoromethyl) phenyl)-1H-pyrazole-4-carboxylate